4-methacryloxyphenyl-2-[dimethoxy-(4-methoxyphenyl)methyl]dibenzothiophenium C(C(=C)C)(=O)OC1=CC=C(C=C1)C1=C(C=CC=2[SH+]C3=C(C21)C=CC=C3)C(C3=CC=C(C=C3)OC)(OC)OC